O=C1NC(CCC1NC1=CC(=C(C(=C1)F)N1CCN(CC1)CCC1CCN(CC1)C(=O)OC(C)(C)C)F)=O tert-butyl 4-[2-[4-[4-[(2,6-dioxo-3-piperidyl)amino]-2,6-difluoro-phenyl]piperazin-1-yl]ethyl]piperidine-1-carboxylate